3-trifluoromethylbenzaldehyde FC(C=1C=C(C=O)C=CC1)(F)F